CC1=C(C(=O)NC2(CC2)C2=C3CCCNC3=CC(=C2)C=C)C=C(C=C1)OC[C@H]1N(CC1)C (S)-2-Methyl-5-((1-methylazetidin-2-yl)methoxy)-N-(1-(7-vinyl-1,2,3,4-tetrahydroquinolin-5-yl)cyclopropyl)benzamide